methyl 2-(N-methyl-2,2-diphenylacetamido)-5-(2,3,4,5-tetrahydro-1H-benzo[b]azepin-1-yl)benzoate CN(C(C(C1=CC=CC=C1)C1=CC=CC=C1)=O)C1=C(C(=O)OC)C=C(C=C1)N1C2=C(CCCC1)C=CC=C2